1-(Phenyl(p-tolyl)methylene)thiosemicarbazide CC1C=CC(/C(=N/NC(N)=S)C2C=CC=CC=2)=CC=1